3-(2-amino-6-(butylamino)-5-((4-methoxyphenyl)ethynyl)pyrimidin-4-yl)propionic acid ethyl ester C(C)OC(CCC1=NC(=NC(=C1C#CC1=CC=C(C=C1)OC)NCCCC)N)=O